5-((trifluoromethyl)thio)phenol FC(SC=1C=CC=C(C1)O)(F)F